3-(4-(1H-pyrazol-4-yl)phenyl)-1-(2,6-difluorobenzyl)-8-oxa-1,3-diazaspiro[4.5]decan-2-one N1N=CC(=C1)C1=CC=C(C=C1)N1C(N(C2(C1)CCOCC2)CC2=C(C=CC=C2F)F)=O